IC=1NC2=CC=C(C=C2C1)CN(C(OC(C)(C)C)=O)C1CCOCC1 tert-butyl N-[(2-iodo-1H-indol-5-yl) methyl]-N-tetrahydropyran-4-yl-carbamate